7-((3-fluoro-1-(2-hydroxy-3-methoxypropyl)piperidin-4-yl)amino)-3-(2,2,2-trifluoroethyl)benzofuran FC1CN(CCC1NC1=CC=CC=2C(=COC21)CC(F)(F)F)CC(COC)O